Cl.Cl.N1(C=NC=C1)C=1C=C(C(=O)NC2CNCCC2C)C=CN1 2-(1H-imidazol-1-yl)-N-(4-methylpiperidin-3-yl)isonicotinamide dihydrochloride